4-isothiocyanato-1-methyl-benzotriazole N(=C=S)C1=CC=CC=2N(N=NC21)C